methyl 2-((R)-3-((S)-2-hydroxy-3-(3-(N-methylsulfamoyl)phenoxy)propylamino)-1-oxa-8-azaspiro[4.5]decan-8-yl)pyrimidine-5-carboxylate O[C@@H](CN[C@H]1COC2(C1)CCN(CC2)C2=NC=C(C=N2)C(=O)OC)COC2=CC(=CC=C2)S(NC)(=O)=O